FC(CNC=1N=C(C=NC1C1=CC=CC=2N(C=NC21)C)NC2=CC=C(C=C2)N2CCOCC2)F 5-(2,2-difluoroethylamino)-6-(1-methylbenzimidazol-4-yl)-3-(4-morpholinoanilino)pyrazin